1-(3-bromo-5-cyano-phenyl)-3-methyl-cyclobutanecarboxylic acid ethyl ester C(C)OC(=O)C1(CC(C1)C)C1=CC(=CC(=C1)C#N)Br